OC1=C(C=CC=C1C(C)C)C(C(=O)O)C.C(CCC(C)O)O 1,4-pentanediol (2-hydroxy-3-isopropylphenyl)propionate